methyl ((S)-2-(7-(4-acetamidophenyl)-1-oxoisoindolin-2-yl)-3-hydroxypropanoyl)-L-serinate C(C)(=O)NC1=CC=C(C=C1)C=1C=CC=C2CN(C(C12)=O)[C@H](C(=O)N[C@@H](CO)C(=O)OC)CO